C(=O)(OC(C)(C)C)NC1=CCC=CCC1 N-Boc-1,4-cycloheptadieneamine